1-(tert-butyl) 3-methyl 3-aminopyrrolidine-1,3-dicarboxylate NC1(CN(CC1)C(=O)OC(C)(C)C)C(=O)OC